4-ethynyl-5-((8-methyl-8-azabicyclo[3.2.1]octan-3-yl)amino)furo[2,3-c]pyridine-2-carbonitrile C(#C)C1=C2C(=CN=C1NC1CC3CCC(C1)N3C)OC(=C2)C#N